[(2-fluorophenoxy)methyl]-5-(5-fluoro-2-pyridinyl)-6,7-dihydro-thiazolo[5,4-c]pyridin-4(5H)-one FC1=C(OCC=2SC=3C(N(CCC3N2)C2=NC=C(C=C2)F)=O)C=CC=C1